butyl ((2-(3-(2-((2,6-dimethoxyphenyl)sulfonyl)hydrazine-1-carbonyl)-5-methylphenyl)pyridin-4-yl)methyl)carbamate COC1=C(C(=CC=C1)OC)S(=O)(=O)NNC(=O)C=1C=C(C=C(C1)C)C1=NC=CC(=C1)CNC(OCCCC)=O